(R)-2-(4-((2,2-dimethyltetrahydro-2H-pyran-4-yl)amino)pyrido[3,4-d]pyridazin-1-yl)-5-(trifluoromethyl)phenol CC1(OCC[C@H](C1)NC=1N=NC(=C2C1C=NC=C2)C2=C(C=C(C=C2)C(F)(F)F)O)C